(R)-9-methyl-6-oxo-N-(2-sulfamoyl-4-((tetrahydro-2H-pyran-4-yl)methoxy)phenyl)-6,7,8,9-tetrahydropyrido[3',2':4,5]pyrrolo[1,2-a]pyrazine-2-carboxamide C[C@@H]1CNC(C=2N1C1=C(C2)C=CC(=N1)C(=O)NC1=C(C=C(C=C1)OCC1CCOCC1)S(N)(=O)=O)=O